3-(4-bromo-2-fluoro-phenylcarbamoyl)-bicyclo[1.1.1]pentane-1-carboxylic acid BrC1=CC(=C(C=C1)NC(=O)C12CC(C1)(C2)C(=O)O)F